ClC1=C(C=C2C(C(=CN(C2=N1)C1=NC(=NS1)C=1C=NC=CC1)C(=O)O)=O)F 7-chloro-6-fluoro-4-oxo-1-[3-(pyridin-3-yl)-1,2,4-thiadiazol-5-yl]-1,4-dihydro-1,8-naphthyridine-3-carboxylic acid